2-phenyl[ethynyl]-7,8-dihydroquinolin-5-one C1(=CC=CC=C1)C1=NC=2CCCC(C2C=C1C#C)=O